FC1=C(N=C2N1C=C(C(=C2)OC(C)C)C(=O)OC)C21COC(C2)(C1)C methyl 3-fluoro-7-isopropoxy-2-(1-methyl-2-oxabicyclo[2.1.1]hexan-4-yl)imidazo[1,2-a]pyridine-6-carboxylate